Cl.CNC(=O)C=1C(=NC(=NC1)N1C(CNCC1)C)NC1=C(C=CC=C1)S(=O)(=O)C N-methyl-2-(2-methylpiperazin-1-yl)-4-((2-(methylsulfonyl)phenyl)amino)pyrimidine-5-carboxamide hydrochloride